5-fluoro-1-((2R,3S,4R,5S)-3-fluoro-4-hydroxy-5-(iodomethyl)tetrahydrofuran-2-yl)pyrimidine-2,4(1H,3H)-dione FC=1C(NC(N(C1)[C@@H]1O[C@@H]([C@H]([C@@H]1F)O)CI)=O)=O